(R)-6-(2-(2-bromophenyl)morpholino)-5-fluoropyrimidine-2,4-diamine BrC1=C(C=CC=C1)[C@H]1OCCN(C1)C1=C(C(=NC(=N1)N)N)F